Deca-4,8-diene CCCC=CCCC=CC